N-[2-(3-cyano-6-cyclopropylpyridin-2-yl)-5-(2,6-difluoro-4-methoxyphenyl)-1-methyl-3-oxo-2,3-dihydro-1H-pyrazol-4-yl]-4-(difluoromethoxy)benzamide C(#N)C=1C(=NC(=CC1)C1CC1)N1N(C(=C(C1=O)NC(C1=CC=C(C=C1)OC(F)F)=O)C1=C(C=C(C=C1F)OC)F)C